tert-butyl (3S)-4,4-diethoxy-3-{[(prop-2-en-1-yloxy)carbonyl]amino}butanoate C(C)OC([C@H](CC(=O)OC(C)(C)C)NC(=O)OCC=C)OCC